C(=O)O.CN1N=NC2=C1C=CC(=C2C)C(CC2=NN=NN2)C=2C=CC(=C(CN1C[C@H](OC3=C(C1)C=CC=C3)CC)C2)C (2R)-4-(5-(1-(1,4-dimethyl-1H-benzo[d][1,2,3]triazol-5-yl)-2-(1H-tetrazol-5-yl)ethyl)-2-methylbenzyl)-2-ethyl-2,3,4,5-tetrahydrobenzo[f][1,4]oxazepine, formic acid salt